BrC=1C(=C(C=C(C1)Cl)N1C2=CC=C(C=C2C=2C=C(C=CC12)C1=C(C=CC=C1)C)C1=C(C=CC=C1)C)Cl 9-(3-bromo-2,5-dichlorophenyl)-3,6-di-o-tolyl-9H-carbazole